C(C)(C)(C)OC(=O)N1CC(=CCC1)C1=NC=C(C=C1)C(C(=O)NC1=NN(C(=C1)C1CC1)COCC[Si](C)(C)C)(F)F 5-(2-((5-Cyclopropyl-1-((2-(trimethylsilyl)ethoxy)methyl)-1H-pyrazol-3-yl)amino)-1,1-difluoro-2-oxoethyl)-5',6'-dihydro-[2,3'-bipyridine]-1'(2'H)-carboxylic acid tert-butyl ester